ClC1=CC=C(C=C1)\C(=C(/CC)\C1=CC=CC=C1)\C1=CC=C(OCCN2CCC(CC2)CCN2CCN(CC2)C=2C=C3C(N(C(C3=CC2)=O)C2C(NC(CC2)=O)=O)=O)C=C1 (E)-5-(4-(2-(1-(2-(4-(1-(4-chlorophenyl)-2-phenylbut-1-en-1-yl)phenoxy)ethyl)piperidin-4-yl)ethyl)piperazin-1-yl)-2-(2,6-dioxopiperidin-3-yl)isoindoline-1,3-dione